acryloyloxyethylbenzenedicarboxylic acid C(C=C)(=O)OCCC1=C(C(=CC=C1)C(=O)O)C(=O)O